calcium carbonate indium [In+3].C([O-])([O-])=O.[Ca+2]